3-(pyridin-2-yldisulfanyl)propenamide N1=C(C=CC=C1)SSC=CC(=O)N